N-isopropyl-2-methylbenzamide C(C)(C)NC(C1=C(C=CC=C1)C)=O